[N+](=O)([O-])C=1C(=NC=CC1)NCCCN(CCCCCCCC(=O)OCCC(CCCCC)CCCCC)CCCCCCCC(=O)OCCC(CCCCC)CCCCC bis(3-pentyloctyl) 8,8'-((3-((3-nitropyridin-2-yl)amino)propyl)azanediyl)dioctanoate